C(C)(C)C1=CNC=2C1=NC(=CC2)CC2=C(C=C(C=C2C)NC(C(=O)O)=O)C 2-((4-((3-isopropyl-1H-pyrrolo[3,2-b]pyridin-5-yl)methyl)-3,5-dimethylphenyl)amino)-2-oxoacetic acid